trimesoyl-tris(benzoyl-hydrazine) C(C1=CC(C(=O)N(N)C(C2=CC=CC=C2)=O)=CC(C(=O)N(N)C(C2=CC=CC=C2)=O)=C1)(=O)N(N)C(C1=CC=CC=C1)=O